OC[C@H]1O[C@H]([C@@H]([C@H]([C@@H]1O)O)O)OCCCCN1N=CC(=C1)C1=CC2=NC(=CC(=C2O1)N1CCOCC1)N1N=C(C=C1)C1=CC=CC=C1 (2R,3S,4S,5R,6R)-2-(hydroxymethyl)-6-(4-(4-(7-morpholino-5-(3-phenyl-1H-pyrazol-1-yl)furo[3,2-b]pyridin-2-yl)-1H-pyrazol-1-yl)butoxy)tetrahydro-2H-pyran-3,4,5-triol